N[C@@H]1CS[C@@H]2C[C@@H]12 (1R,4S,5S,6S)-4-Amino-2-thiabicyclo[3.1.0]hexane